C1(=CC=CC=C1)S(=O)(=O)OC=1C=C(C=CC1)NC(=O)NC1=CC(=CC=C1)OS(=O)(=O)C1=CC=CC2=CC=CC=C12 N-[3-(phenylsulfonyloxy)phenyl]-N'-[3-(1-naphthalenesulfonyloxy)phenyl]urea